cyclohexyl-2-hydroxy-3-aminopropanesulfonic acid C1(CCCCC1)C(C(CN)O)S(=O)(=O)O